ClC1=C(C=O)C(=CC=C1C1=NC(=CC=C1NC(C)C=1C=C(C=C2C(C(=C(OC12)C(C)C)C)=O)C)Cl)O 2-chloro-3-(6-chloro-3-((1-(2-isopropyl-3,6-dimethyl-4-oxo-4H-chromen-8-yl)ethyl)amino)pyridin-2-yl)-6-hydroxybenzaldehyde